(S)-2,3-dihydroxy-1-((3S,4S)-3-((R)-1-hydroxyethenyl)-4-(3-((1-(5-isopropylpyrrolidin-2-yl)azetidin-3-yl)oxy)-4-methoxyphenyl)-3-methylpyrrolidin-1-yl)propan-1-one O[C@H](C(=O)N1C[C@@]([C@@H](C1)C1=CC(=C(C=C1)OC)OC1CN(C1)C1NC(CC1)C(C)C)(C)C(=C)O)CO